ClC1=CC=C(C=C1)[C@]12[C@](C3=C(C=NC=C3OC)O1)([C@@H]([C@@H]([C@H]2C2=CC=CC=C2)C(=O)N(C)C)O)O (4bS,5R,6R,7S,7aR)-7a-(4-chlorophenyl)-4b,5-dihydroxy-4-methoxy-N,N-dimethyl-7-phenyl-4b,6,7,7a-tetrahydro-5H-cyclopenta[4,5]furo[2,3-c]pyridine-6-carboxamide